2-chloroOxazole-4-carboxylic acid ethyl ester C(C)OC(=O)C=1N=C(OC1)Cl